The molecule is an N-acyl-15-methylhexadecasphing-4-enine in which the acyl group has 26 carbons and 0 double bonds and is 2-hydroxylated. It derives from a 15-methylhexadecasphing-4-enine. CCCCCCCCCCCCCCCCCCCCCCCCC(C(=O)N[C@@H](CO)[C@@H](/C=C/CCCCCCCCCC(C)C)O)O